FC1=CC=C(C=C1)C1=C(C=2N(C(=N1)N)N=C(N2)CC2=NC=CC=C2F)C2=CC(=NC=C2)NC 7-(4-fluorophenyl)-2-((3-fluoropyridin-2-yl)methyl)-8-(2-(methylamino)pyridin-4-yl)-[1,2,4]triazolo[1,5-c]pyrimidin-5-amine